tert-butyl ((6-(2-(2-(3-acetyl-1,5-dimethyl-1H-pyrazol-4-yl)ethoxy)-4-fluorophenyl)imidazo[1,2-a]pyridin-3-yl)methyl)(methyl)carbamate C(C)(=O)C1=NN(C(=C1CCOC1=C(C=CC(=C1)F)C=1C=CC=2N(C1)C(=CN2)CN(C(OC(C)(C)C)=O)C)C)C